1-[(1S)-1-(4-cyanophenyl)ethyl]-1H-imidazole-4-carboxylic acid ethyl ester C(C)OC(=O)C=1N=CN(C1)[C@@H](C)C1=CC=C(C=C1)C#N